4-[(3R,5R)-5-[(3-bromo-1-methyl-2-oxo-4-pyridyl)amino]-1-methyl-3-piperidyl]benzaldehyde BrC=1C(N(C=CC1N[C@@H]1C[C@@H](CN(C1)C)C1=CC=C(C=O)C=C1)C)=O